2,3,5,6-Tetrafluorophenyl propionate C(CC)(=O)OC1=C(C(=CC(=C1F)F)F)F